FC=1C=C(N2N=C(N=CC21)N[C@H]2[C@@H](COCC2)O)[C@@H]2CC[C@H](CC2)C(C)C (3S,4R)-4-((5-fluoro-7-(trans-4-isopropylcyclohexyl)pyrrolo[2,1-f][1,2,4]triazin-2-yl)amino)tetrahydro-2H-pyran-3-ol